ethyl (S)-1-(1-(tert-butoxycarbonyl)pyrrolidin-3-yl)-3-cyano-4-iodo-1H-pyrrole-2-carboxylate C(C)(C)(C)OC(=O)N1C[C@H](CC1)N1C(=C(C(=C1)I)C#N)C(=O)OCC